FC=1C(=C(C=NC1)[NH-])N1CCC(CC1)C(=O)N1CCN(CC1)C1COC1 [5'-Fluoro-4-(4-oxetan-3-yl-piperazin-1-carbonyl)-3,4,5,6-tetrahydro-2H-[1,4']bipyridinyl-3'-yl]-amid